(N-methyl-2-phenyl-anilino)-methylsulfonyloxy-palladium (II) CN(C1=C(C=CC=C1)C1=CC=CC=C1)[Pd]OS(=O)(=O)C